(±)-Trans-N-(chrysen-6-yl)-2-(5-fluoropyridin-2-yl)-4-oxoazetidin-3-yl 3-cyanoazetidine-1-sulfonate C(#N)C1CN(C1)S(=O)(=O)O[C@H]1[C@@H](N(C1=O)C=1C=C2C=3C=CC=CC3C=CC2=C2C=CC=CC12)C1=NC=C(C=C1)F |r|